6-[(cyclopropylamino)sulfonyl]-2,3-dihydro-2-methyl-N-[4-(4-morpholinyl)phenyl]-1H-indole-1-carboxamide C1(CC1)NS(=O)(=O)C1=CC=C2CC(N(C2=C1)C(=O)NC1=CC=C(C=C1)N1CCOCC1)C